FC(S(=O)(=O)OC1=C(C(=CC=C1C=O)C1=NC(=CC=C1NC(C)C=1C=C(C=C2C(C(=C(OC12)C(C)C)C)=O)C)Cl)F)(F)F [3-[6-chloro-3-[1-(2-isopropyl-3,6-dimethyl-4-oxo-chromen-8-yl)ethylamino]-2-pyridyl]-2-fluoro-6-formyl-phenyl] trifluoromethanesulfonate